3a-(hydroxyamino)-2H,3H,3aH,4H,6H,7H-5lambda6-thiopyrano[4,3-c]Pyrazole-3,5,5-trione ONC12C(=NNC1=O)CCS(C2)(=O)=O